BrC=1C(=NC(=CC1)OCOCC[Si](C)(C)C)F 3-bromo-2-fluoro-6-((2-(trimethylsilyl)ethoxy)methoxy)pyridine